N-(vinylbenzyl)-2-aminopropyl-3-aminopropyl-trimethoxysilane C(=C)C(C1=CC=CC=C1)NCCC[Si](OCCC(C)N)(OC)OC